1-[5-(difluoromethyl)-1,3,4-thiadiazol-2-yl]-3-ethyl-4-(4-isobutyryl-1-piperazinyl)-6-(3-methyl-3-oxetanylaminosulfonyl)-1,3-dihydro-1,3-benzimidazol-2-one FC(C1=NN=C(S1)N1C(N(C2=C1C=C(C=C2N2CCN(CC2)C(C(C)C)=O)S(=O)(=O)NC2(COC2)C)CC)=O)F